[Ir].C1=CCCC=CCC1 cycloocta-1,5-diene iridium